2-[1-[4-[(2,6-dioxo-3-piperidyl)amino]-2-fluoro-phenyl]-4-hydroxy-4-piperidyl]acetic acid tert-butyl ester C(C)(C)(C)OC(CC1(CCN(CC1)C1=C(C=C(C=C1)NC1C(NC(CC1)=O)=O)F)O)=O